ClC1=NN2C(C(=N1)N1[C@@H](CCC1)CO)=CC=C2C=O (S)-2-chloro-4-(2-(hydroxymethyl)pyrrolidin-1-yl)pyrrolo[2,1-f][1,2,4]triazine-7-carbaldehyde